N-(1-ethylpiperidin-4-yl)-6-[5-(prop-2-enamido)quinolin-3-yl]pyridine-2-carboxamide C(C)N1CCC(CC1)NC(=O)C1=NC(=CC=C1)C=1C=NC2=CC=CC(=C2C1)NC(C=C)=O